L-ribulose 5-phosphate P(=O)(O)(O)OC[C@@H]([C@@H](C(CO)=O)O)O